OC[C@@H]1CN(CCN1CC1=CC=C(C=C1)OC)C(=O)OC(C)(C)C tert-butyl (3S)-3-(hydroxymethyl)-4-[(4-methoxyphenyl)methyl]piperazine-1-carboxylate